O1CCOC12CCC(CC2)N2CCC(CC2)NC(OCC2=CC=CC=C2)=O Benzyl N-[1-(1,4-dioxaspiro[4.5]decan-8-yl)-4-piperidyl]carbamate